2,2-difluoro-1-(1-((2-(trimethylsilyl)ethoxy)methyl)-1H-imidazol-4-yl)ethan-1-one FC(C(=O)C=1N=CN(C1)COCC[Si](C)(C)C)F